C(C=C)(=O)N1[C@@H](CCCC1)C1=C2C=C(N=CC2=C(C=C1)N1[C@@H]([C@H](C1)N(S(=O)(=O)C)C(C)C)C)NC1=NC(=NC=C1)N1CCC(CC1)(C)O N-((2R,3S)-1-(5-((S)-1-acryloylpiperidin-2-yl)-3-((2-(4-hydroxy-4-methylpiperidin-1-yl)pyrimidin-4-yl)amino)isoquinolin-8-yl)-2-methylazetidin-3-yl)-N-isopropylmethanesulfonamide